C(C=C)C1[C@H](C[C@H](N1)C(=O)OC)C methyl (2S,4S)-5-allyl-4-methylpyrrolidine-2-carboxylate